11H,11aH-pyrimido[4,3-a]2,7-naphthyridine-1,8-dione C1(NC=CC=2C=CN3C(C12)CC=NC3=O)=O